(3-CHLORO-4-FORMYL-PHENYL)-CARBAMIC ACID BENZYL ESTER C(C1=CC=CC=C1)OC(NC1=CC(=C(C=C1)C=O)Cl)=O